Ethyl (2S)-2-(tert-butoxycarbonylamino)-2-[(1S)-3,3-difluorocycloheptyl]acetate C(C)(C)(C)OC(=O)N[C@H](C(=O)OCC)[C@@H]1CC(CCCC1)(F)F